Oxyquinoline Sulfate O=S(=O)(O)O.OC1C=CC=C2C=CC=NC=12.OC1C=CC=C2C=CC=NC=12